5-[6-[2-hydroxy-6-meth-yl-4-(trifluoromethyl)-phenyl]-3-methyl-pyrazolo[3,4-b]pyridin-2-yl]hexahydropyrimidin-2-one OC1=C(C(=CC(=C1)C(F)(F)F)C)C=1C=CC=2C(N1)=NN(C2C)C2CNC(NC2)=O